C1(CC1)C1=C(C=NC2=CC=CN=C12)NC1=CC=C(C=C1)[C@H](C(F)(F)F)N(C(=O)C1CCC(CC1)C(=O)NC)C (1r,4S)-N1-((S)-1-(4-((4-cyclopropyl-1,5-naphthyridin-3-yl)amino)phenyl)-2,2,2-trifluoroethyl)-N1,N4-dimethylcyclohexane-1,4-dicarboxamide